The molecule is a 2,2'-iminobis[1-(6-fluoro-3,4-dihydro-2H-chromen-2-yl)ethanol] that has (1R,1'R,2R,2'S)-configuration. It is a conjugate base of a (S,R,R,R)-nebivolol(1+). It is an enantiomer of a (R,S,S,S)-nebivolol. C1CC2=C(C=CC(=C2)F)O[C@H]1[C@@H](CNC[C@H]([C@@H]3CCC4=C(O3)C=CC(=C4)F)O)O